C(#N)C(C)(C)C1=CC(=NC=C1)C(=O)NC=1N=NC(=C(C1)C=1C=NC2=CC(=NC=C2C1)NC)C 4-(2-cyanopropan-2-yl)-N-(6-methyl-5-(7-(methylamino)-1,6-naphthyridin-3-yl)pyridazin-3-yl)picolinamide